C(C)(C)(CC(C)(C)C)P(N(C)C=NC(C)(C)CC(C)(C)C)(N(C)C)N(C)C P1-tert-octyl-(tert-octyliminotris(dimethylamino)phosphane)